2-fluoro-N-(6-(5-methyl-2-oxoindol-4-yl)imidazo[1,2-a]pyridin-2-yl)cyclopropane-1-carboxamide FC1C(C1)C(=O)NC=1N=C2N(C=C(C=C2)C=2C3=CC(N=C3C=CC2C)=O)C1